C1=C(C=CC2=CC=CC=C12)C(=O)N[C@@H](C(=O)N1[C@@H](C[C@@H](C1)N1N=NC(=C1)C(C)(C)O)C(=O)NC(CCCCNC(O)=O)C(C(=O)N)=O)CC1CCCCC1 (5-((2S,4S)-1-((R)-2-(2-naphthoylamino)-3-cyclohexylpropionyl)-4-(4-(2-hydroxypropan-2-yl)-1H-1,2,3-triazol-1-yl)pyrrolidine-2-carboxamido)-7-amino-6,7-dioxoheptyl)carbamic acid